3,3'-octamethylenebis[1-(4-vinylbenzyl)-5-amino-1H-1,2,4-triazole] C(=C)C1=CC=C(CN2N=C(N=C2N)CCCCCCCCC2=NN(C(=N2)N)CC2=CC=C(C=C2)C=C)C=C1